(1R,2S)-5'-methoxy-2-{3-[(4-methoxy-1-methyl-1H-pyrazol-5-yl)amino]-1H-indazol-6-yl}spiro[cyclopropane-1,3'-indol]-2'(1'H)-one COC=1C=C2[C@]3(C(NC2=CC1)=O)[C@@H](C3)C3=CC=C1C(=NNC1=C3)NC3=C(C=NN3C)OC